5-((4-(6-((6-acetyl-8-cyclopentyl-5-methyl-7-oxo-7,8-dihydropyrido[2,3-d]pyrimidine-2-yl)amino)pyridin-3-yl)piperazin-1-yl)methyl)-2-(2,6-dioxopiperidin-3-yl)-4-fluoroisoindoline C(C)(=O)C1=C(C2=C(N=C(N=C2)NC2=CC=C(C=N2)N2CCN(CC2)CC=2C(=C3CN(CC3=CC2)C2C(NC(CC2)=O)=O)F)N(C1=O)C1CCCC1)C